[Si](C)(C)(C(C)(C)C)N=S(=O)(C(C)(C)C)C=1C=C(C=CC1)NC(C)=O N-(3-(N-(tert-butyldimethylsilyl)-2-methylpropan-2-ylsulfonimidoyl)phenyl)acetamide